N4-cyclohexyl-5-(1-methyl-1H-pyrazol-4-yl)-N2-phenylpyrimidine-2,4-diamine C1(CCCCC1)NC1=NC(=NC=C1C=1C=NN(C1)C)NC1=CC=CC=C1